1,N3,N5,N5-tetrakis(3,5-dimethylphenyl)benzene-1,3,5-triamine CC=1C=C(C=C(C1)C)C1(CC(=CC(=C1)N(C1=CC(=CC(=C1)C)C)C1=CC(=CC(=C1)C)C)NC1=CC(=CC(=C1)C)C)N